C12(CC3CC(CC(C1)C3)C2)[C@H]2[C@H](C3=CC=C(C=C3CC2)O)C2=CC=C(C=C2)N2CCC(CC2)C=O 1-(4-((1S,2R)-2-((3R,5R,7R)-adamantan-1-yl)-6-hydroxy-1,2,3,4-tetrahydronaphthalen-1-yl)phenyl)piperidine-4-carbaldehyde